C1(CC1)NC1=CC=C(C(=N1)F)C1=C(C=NN1C1CCOCC1)C(=O)N[C@@H]1C(NC2=C(C(=N1)C1=CC=CC=C1)C=CC=C2F)=O 5-[6-(Cyclopropylamino)-2-fluoropyridin-3-yl]-N-[(3S)-9-fluoro-2-oxo-5-phenyl-1,3-dihydro-1,4-benzodiazepin-3-yl]-1-(oxan-4-yl)pyrazole-4-carboxamide